(3-((6-(2,4-Difluorophenoxy)-8,9-dihydroimidazo[1',2':1,6]pyrido[2,3-d]pyrimidin-2-yl)amino)phenyl)acrylamide formate C(=O)O.FC1=C(OC2=CC3=C(N=C(N=C3)NC=3C=C(C=CC3)C(C(=O)N)=C)N3C2=NCC3)C=CC(=C1)F